FC1=C(C=C(C=C1)C1=NOC(=C1)C(C)N1C=NC2=CC=CC=C2C1=O)O 3-(1-(3-(4-Fluoro-3-hydroxyphenyl)isoxazol-5-yl)ethyl)quinazolin-4(3H)-one